CC1=NC(=CC(=C1)C1=NC(=NO1)C1=CC2=C(N(N=N2)C(C)C)C=C1)C 5-(2,6-dimethyl-pyridin-4-yl)-3-(1-isopropyl-1H-benzo[d][1,2,3]triazol-5-yl)-1,2,4-oxadiazole